Pheophytin a CCC1=C(C2=NC1=CC3=C(C4=C([C@@H](C(=C5[C@H]([C@@H](C(=CC6=NC(=C2)C(=C6C)C=C)N5)C)CCC(=O)OC/C=C(\C)/CCC[C@H](C)CCC[C@H](C)CCCC(C)C)C4=N3)C(=O)OC)O)C)C